N=1N=C(N2C1C=CC=C2)C2OCCC(C2)NC(OC(C)(C)C)=O tert-butyl (2-([1,2,4]triazolo[4,3-a]pyridin-3-yl)tetrahydro-2H-pyran-4-yl)carbamate